6-Chloro-1-(2,4-diisopropylpyrazol-3-yl)-4-[(2S,5R)-2,5-dimethyl-4-prop-2-enoyl-piperazin-1-yl]-7-(2-fluorophenyl)pyrido[2,3-d]pyrimidin-2-one ClC1=CC2=C(N(C(N=C2N2[C@H](CN([C@@H](C2)C)C(C=C)=O)C)=O)C=2N(N=CC2C(C)C)C(C)C)N=C1C1=C(C=CC=C1)F